BrCC1=NC(=NO1)C1=CC=C(C=C1)Cl 5-(bromomethyl)-3-(4-chlorophenyl)-1,2,4-oxadiazole